C(C)(C)(C)OC(NCCNC(=O)C1=CC2=C(N(C(=N2)NC=2SC3=C(N2)C=CC(=C3)OC(F)(F)F)C)C=C1)=O (2-{[1-Methyl-2-(6-trifluoromethoxy-benzothiazol-2-ylamino)-1H-benzoimidazole-5-carbonyl]-amino}-ethyl)-carbamic acid tert-butyl ester